CN(CCC(=O)O[C@H]1C[C@H](N(C1)CCCCC(C(OCCCC(CCCCC)CCCCC)=O)(C)C)C(=O)OCCCCCCC(C(OCCCC(CCCCC)CCCCC)=O)(C)C)C [7,7-dimethyl-8-oxo-8-(4-pentylnonoxy)octyl] (2S,4S)-4-[3-(dimethylamino)propanoyloxy]-1-[5,5-dimethyl-6-oxo-6-(4-pentylnonoxy)hexyl]pyrrolidine-2-carboxylate